ETHYL 4-(2-OXO-4-((TETRAHYDRO-2H-PYRAN-2-YL)OXY)PIPERIDIN-1-YL)BENZOATE O=C1N(CCC(C1)OC1OCCCC1)C1=CC=C(C(=O)OCC)C=C1